(3-(ethoxycarbonyl)-phenyl)boronic acid C(C)OC(=O)C=1C=C(C=CC1)B(O)O